N-(3-methoxy-1-methyl-1H-indazol-7-yl)-1,1-diphenylmethanimine COC1=NN(C2=C(C=CC=C12)N=C(C1=CC=CC=C1)C1=CC=CC=C1)C